CC=1C=C(SC1C1=NC=NC=2NC(CN(C12)C)=O)C(=O)O 4-methyl-5-(5-methyl-7-oxo-5,6,7,8-tetrahydropteridin-4-yl)thiophene-2-carboxylic acid